tert-Butyl ((1S)-(7-(((3-((tert-butoxycarbonyl)amino)-2-methylpropyl)amino)methyl)imidazo[1,2-b]pyridazin-2-yl)(4,4-difluorocyclohexyl)methyl)carbamate C(C)(C)(C)OC(=O)NCC(CNCC1=CC=2N(N=C1)C=C(N2)[C@H](C2CCC(CC2)(F)F)NC(OC(C)(C)C)=O)C